(3R)-N-{4-[4-(morpholin-4-yl)-7H-pyrrolo[2,3-d]pyrimidin-6-yl]phenyl}-1-(piperidin-3-yl)pyrrolidine-3-carboxamide N1(CCOCC1)C=1C2=C(N=CN1)NC(=C2)C2=CC=C(C=C2)NC(=O)[C@H]2CN(CC2)C2CNCCC2